2-pentenal C(C=CCC)=O